(2S)-2-[(methylamino)propyl]thieno[3,2-d]pyrimidin-4-amine CNCCCC=1N=C(C2=C(N1)C=CS2)N